1-(4-bromo-5-chloro-2-hydroxy-phenyl)ethanone BrC1=CC(=C(C=C1Cl)C(C)=O)O